2-fluoro-1-(2-(2-(((3R,4S)-3-methyl-1-((1-methyl-1H-pyrazol-4-yl)sulfonyl)piperidin-4-yl)amino)-5-(trifluoromethyl)pyrimidin-4-yl)thiazol-5-yl)ethan-1-ol FCC(O)C1=CN=C(S1)C1=NC(=NC=C1C(F)(F)F)N[C@@H]1[C@@H](CN(CC1)S(=O)(=O)C=1C=NN(C1)C)C